2-(2,6-dioxo-piperidine-3-yl)-4-nitroisoindoline-1,3-dione O=C1NC(CCC1N1C(C2=CC=CC(=C2C1=O)[N+](=O)[O-])=O)=O